tert-butyl (4S)-4-(2-hydroxyethyl)-2,2-dimethyl-1,3-oxazolidine-3-carboxylate OCC[C@@H]1N(C(OC1)(C)C)C(=O)OC(C)(C)C